C1(CCC1)CN[C@H]1CN(CCC1)C=1N=NC(=CC1)CN1N=NC(=C1)C=1C=NC=C(C1)OC (R)-N-(cyclobutylmethyl)-1-(6-((4-(5-methoxypyridin-3-yl)-1H-1,2,3-triazol-1-yl)methyl)pyridazin-3-yl)piperidin-3-amine